[2-amino-4-(trifluoromethoxy)phenyl]-[4-[2-(1-cyclopropyl-4-piperidyl)-3H-imidazo[4,5-b]pyridin-7-yl]-1-piperidyl]methanone NC1=C(C=CC(=C1)OC(F)(F)F)C(=O)N1CCC(CC1)C1=C2C(=NC=C1)NC(=N2)C2CCN(CC2)C2CC2